N-(6-chloropyridin-3-yl)-6-((3-fluoroazetidin-3-yl)methoxy)isoquinolin-1-amine hydrochloride Cl.ClC1=CC=C(C=N1)NC1=NC=CC2=CC(=CC=C12)OCC1(CNC1)F